N1(CCCCC1)C(=O)C=1N=NN(C1)C1=CC=C(C=C1)C piperidin-1-yl-(1-(p-tolyl)-1H-1,2,3-triazol-4-yl)methanone